BrC=1C=2N(C=CC1F)N=CN2 8-bromo-7-fluoro-[1,2,4]triazolo[1,5-a]pyridine